2-(3,5-dichloro-4-(4-hydroxy-3-(pyrimidin-5-yl)benzyl)phenoxy)-N-methylacetamide ClC=1C=C(OCC(=O)NC)C=C(C1CC1=CC(=C(C=C1)O)C=1C=NC=NC1)Cl